C1(CC1)NC1=CC=NC=2N1N=C(C2C2=NC=C(N=C2)OCC(C(F)(F)F)(F)F)SCC N-cyclopropyl-2-(ethylthio)-3-(5-(2,2,3,3,3-pentafluoropropoxy)pyrazin-2-yl)pyrazolo[1,5-a]pyrimidin-7-amine